4-(1H-pyrrolo[2,3-b]pyridin-4-yl)-6-[2-(trifluoromethyl)-1-piperidyl]-1H-pyridin-2-one N1C=CC=2C1=NC=CC2C2=CC(NC(=C2)N2C(CCCC2)C(F)(F)F)=O